OC(COC(C=C)=O)C 2-hydroxypropylacrylate